[[2-[(2R,5S)-5-methyl-2-[4-(trifluoromethyl)phenyl]-1-piperidyl]-2-oxo-acetyl]amino]pyridine-3-carboxamide C[C@H]1CC[C@@H](N(C1)C(C(=O)NC1=NC=CC=C1C(=O)N)=O)C1=CC=C(C=C1)C(F)(F)F